C(C=C)(=O)N1[C@H](CN(C[C@H]1C)C1=NC(N2C3=C(C(=C(C=C13)C(F)(F)F)C1=CC=C(C=C1)F)SCC(C2)C2=CSC=C2)=O)C 8-((3S,5R)-4-acryloyl-3,5-dimethylpiperazin-1-yl)-11-(4-fluorophenyl)-3-(thiophen-3-yl)-10-(trifluoromethyl)-3,4-dihydro-[1,4]thiazepino[2,3,4-ij]quinazolin-6(2H)-one